Nickel-Gold [Au].[Ni]